C(CCC)(=O)OC\C=C\CCCCC (E)-2-Octenyl butyrate